C(#N)C=1C=C(C=CC1)CC(=O)NC=1SC(=NN1)C1CCN(CC1)C=1C=NC(=CC1)NC(CC1=CC(=CC=C1)OC(F)(F)F)=O 2-(3-Cyanophenyl)-N-(5-(1-(6-(2-(3-(trifluoromethoxy)phenyl)acetamido)pyridin-3-yl)piperidin-4-yl)-1,3,4-thiadiazol-2-yl)acetamide